ClC1=C(C=CC(=C1)OCCN1CCNCC1)C=1N(C2=NC=NC(=C2N1)OC1(CC1)C)CC1=CC(=CC=C1)Cl 8-(2-chloro-4-(2-(piperazin-1-yl)ethoxy)phenyl)-9-(3-chlorobenzyl)-6-(1-methylcyclopropoxy)-9H-purine